tert-butyl (3S,5R)-4-(6-aminopyridin-3-yl)-3,5-dimethylpiperazine-1-carboxylate NC1=CC=C(C=N1)N1[C@H](CN(C[C@H]1C)C(=O)OC(C)(C)C)C